(2E)-4-(dimethylamino)-1-[(6S)-2-(4-fluorophenyl)-6-methyl-3-(3-methyl-1H-pyrrolo[2,3-b]pyridin-4-yl)-6,7-dihydropyrazolo[1,5-a]pyrazin-5(4H)-yl]but-2-en-1-one CN(C/C=C/C(=O)N1CC=2N(C[C@@H]1C)N=C(C2C2=C1C(=NC=C2)NC=C1C)C1=CC=C(C=C1)F)C